1-[2-[4-(2-chloro-3-fluoro-phenyl)-2-oxo-chromen-7-yl]oxypropanoyl]piperidine ClC1=C(C=CC=C1F)C1=CC(OC2=CC(=CC=C12)OC(C(=O)N1CCCCC1)C)=O